C(C)C1C=NC=C(O1)C 6-ethyl-2-methyl-6H-[1,4]oxazine